ClC1=C(C=C(C(=C1)F)C1=NC=NC2=CC(=CC=C12)N1CCOCC1)C(C=1C=CC(N(N1)CCO)=O)O 6-{[2-Chloro-4-fluoro-5-(7-morpholin-4-yl-quinazolin-4-yl)phenyl]-hydroxymethyl}-2-(2-hydroxy-ethyl)-2H-pyridazin-3-one